2-(4-(((3S,5R)-3,5-Dimethylpiperidin-1-yl)methyl)-6-methylpyridin-2-yl)-6-(3-((4-methyl-4H-1,2,4-triazol-3-yl)methyl)oxetan-3-yl)isoindolin-1-one C[C@@H]1CN(C[C@@H](C1)C)CC1=CC(=NC(=C1)C)N1C(C2=CC(=CC=C2C1)C1(COC1)CC1=NN=CN1C)=O